CC1=NN=C(O1)C(=O)O 5-methyl-1,3,4-oxadiazole-2-carboxylic acid